N-{2-[3-(Carbamoylamino)phenyl]propan-2-yl}-1-pentyl-1H-indazole-3-carboxamide C(N)(=O)NC=1C=C(C=CC1)C(C)(C)NC(=O)C1=NN(C2=CC=CC=C12)CCCCC